5,6,7,8-tetrahydroquinazolin-7-carbonitrile N1=CN=CC=2CCC(CC12)C#N